C12(CC(C1)C2)C2=NC1=C(C=C(C=C1C(N2C)=O)C)\C(\C)=N/[S@](=O)C(C)(C)C (R,Z)-N-(1-(2-(bicyclo[1.1.1]pentan-1-yl)-3,6-dimethyl-4-oxo-3,4-dihydroquinazolin-8-yl)ethylidene)-2-methylpropane-2-sulfinamide